(7-(4-(1,1-difluoroethyl)phenyl)-2,3-dihydrobenzofuran-5-yl)acetamide FC(C)(F)C1=CC=C(C=C1)C1=CC(=CC=2CCOC21)CC(=O)N